N-(3-fluoro-4-(4-methylpiperazin-1-yl)phenyl)-6-(4-fluoropyridin-3-yl)pyrimido[5,4-c][2,6]naphthyridin-2-amine FC=1C=C(C=CC1N1CCN(CC1)C)NC=1N=CC=2N=C(C=3C=CN=CC3C2N1)C=1C=NC=CC1F